(R)-2-((S)-2-oxo-4-propylpyrrolidin-1-yl)butyramide O=C1N(C[C@H](C1)CCC)[C@@H](C(=O)N)CC